1-cyclobutyl-N-((6-((4-(6-(methylsilyl)-1H-indazol-4-yl)-1H-1,2,3-triazol-1-yl)methyl)-1H-indole-2-yl)methyl)methylamine C1(CCC1)CNCC=1NC2=CC(=CC=C2C1)CN1N=NC(=C1)C1=C2C=NNC2=CC(=C1)[SiH2]C